5-((3-chlorophenyl)amino)-2-phenylimidazo[1,2-c]quinazoline-8-carboxylic acid ClC=1C=C(C=CC1)NC1=NC=2C=C(C=CC2C=2N1C=C(N2)C2=CC=CC=C2)C(=O)O